(R/S)-2-(3-(4-chlorophenyl)-3-methoxyazetidin-1-yl)-4-((1-(hydroxymethyl)cyclobutyl)amino)-6,7-dihydrothieno[3,2-d]pyrimidine 5-oxide ClC1=CC=C(C=C1)C1(CN(C1)C=1N=C(C2=C(N1)CC[S@]2=O)NC2(CCC2)CO)OC |r|